C(C)(C)(C)OC(=O)N[C@@H]1CC(CC12CCN(CC2)C(=O)OC(C)(C)C)(F)F tert-Butyl (R)-1-((tert-butoxycarbonyl)amino)-3,3-difluoro-8-azaspiro[4.5]decane-8-carboxylate